(S)-6-fluoro-5-(1-(2-fluorophenyl)ethyl)-3-((3-(methylsulfonyl)benzyl)amino)-4H-benzo[e][1,2,4]thiadiazine 1,1-dioxide FC=1C=CC2=C(NC(=NS2(=O)=O)NCC2=CC(=CC=C2)S(=O)(=O)C)C1[C@@H](C)C1=C(C=CC=C1)F